2-(2,6-Difluoro-3-methyl-phenyl)-ethylamine FC1=C(C(=CC=C1C)F)CCN